O(CCC(=O)N1CCN(CC1)CC=1C=C2CN(CC2=CC1)C(C1=C(C=C(C(=C1)C(C)C)OCC1=CC=CC=C1)OCC1=CC=CC=C1)=O)CCC(=O)N1CCN(CC1)CC=1C=C2CN(CC2=CC1)C(C1=C(C=C(C(=C1)C(C)C)OCC1=CC=CC=C1)OCC1=CC=CC=C1)=O 3,3'-oxybis(1-(4-((2-(2,4-bis(benzyloxy)-5-isopropylbenzoyl)isoindolin-5-yl)methyl)piperazin-1-yl)propan-1-one)